FC(C1=CC(=NN1)CC1CC2(CN(C2)C(=O)N2CC3(C2)CC(C3)C3=NC(=NN3)C3(CC3)O)C1)F [6-[[5-(difluoromethyl)-1H-pyrazol-3-yl]methyl]-2-azaspiro[3.3]heptan-2-yl]-[6-[3-(1-hydroxycyclopropyl)-1H-1,2,4-triazol-5-yl]-2-azaspiro[3.3]heptan-2-yl]methanone